(R)-1-(4-((5-(1-(2,2-difluoroethyl)-4-fluoro-1H-benzo[d][1,2,3]triazol-6-yl)-4-methoxypyrrolo[2,1-f][1,2,4]triazin-2-yl)amino)-3,3-difluoropiperidin-1-yl)-2-hydroxyethan-1-one FC(CN1N=NC2=C1C=C(C=C2F)C=2C=CN1N=C(N=C(C12)OC)N[C@H]1C(CN(CC1)C(CO)=O)(F)F)F